2-Ethyl-piperidine-2-carboxylic acid methyl ester hydrochloride Cl.COC(=O)C1(NCCCC1)CC